7-cyclopropyl-N-[5-(2,2-difluoroethyl)-3-fluoro-6-methoxy-2-pyridinyl]imidazo[1,2-a]pyrimidine-3-sulfonamide C1(CC1)C1=NC=2N(C=C1)C(=CN2)S(=O)(=O)NC2=NC(=C(C=C2F)CC(F)F)OC